(2R,4S)-2-methyl-N-((S)-tetrahydrofuran-3-yl)piperidin C[C@H]1N(CCCC1)[C@@H]1COCC1